ClC1=C(C=CC(=C1)S(=O)(=O)C)C1=CC=C(C=C1)C1CN(C1)C(=O)N1CC(CC1)C(=O)O 1-[3-[4-(2-chloro-4-methylsulfonyl-phenyl)phenyl]azetidine-1-carbonyl]pyrrolidine-3-carboxylic acid